chloroacetyl-2-cyanopyrrolidine ClCC(=O)N1C(CCC1)C#N